2-(2-(4-Fluoro-6-methoxy-5-((4-methoxybenzyl)oxy)benzo[b]thiophen-2-yl)cyclopropyl)acetic acid FC1=C(C(=CC=2SC(=CC21)C2C(C2)CC(=O)O)OC)OCC2=CC=C(C=C2)OC